tert-butyl (±)-4-((5-methoxy-7-methyl-1-tolyl-1H-indol-4-yl)thio)-3-(4-(methoxycarbonyl)phenyl)piperidine-1-carboxylate COC=1C(=C2C=CN(C2=C(C1)C)C1=C(C=CC=C1)C)SC1C(CN(CC1)C(=O)OC(C)(C)C)C1=CC=C(C=C1)C(=O)OC